2,5-dioxopyrrolidin-1-yl 3-{2-[2-(2,5-dioxo-2,5-dihydro-1H-pyrrol-1-yl)ethoxy]ethoxy}propanoate O=C1N(C(C=C1)=O)CCOCCOCCC(=O)ON1C(CCC1=O)=O